ClC1=CC=2C3C(COC2C=C1F)(C3)NC(OC)=O Methyl (6-chloro-5-fluoro-1,7b-dihydrocyclopropa[c]chromen-1a(2H)-yl)carbamate